2-((tert-butoxycarbonyl)amino)-3,3,3-trifluoropropanoic acid C(C)(C)(C)OC(=O)NC(C(=O)O)C(F)(F)F